6-(5-fluoro-6-methoxypyridin-3-yl)-4-methylquinazolin FC=1C=C(C=NC1OC)C=1C=C2C(=NC=NC2=CC1)C